(2,4-Dimethyl-1,3-pentadiene) ruthenium [Ru].CC(=C)C=C(C)C